CONCCCCCCN methoxy-hexamethylenediamine